NC1=C(C#N)C=C(C=C1)Cl 2-amino-5-chloro-benzonitrile